vanillylamine HCl salt Cl.C(C1=CC(OC)=C(O)C=C1)N